methyl 4-((2R,3S,4S,5S)-4-(aminomethyl)-3-(4-chlorophenyl)-4-(5-chloro-2-fluorophenyl)-5-Neopentylpyrrolidine-2-carboxamido)-3-methoxybenzoate NC[C@]1([C@@H]([C@@H](N[C@H]1CC(C)(C)C)C(=O)NC1=C(C=C(C(=O)OC)C=C1)OC)C1=CC=C(C=C1)Cl)C1=C(C=CC(=C1)Cl)F